4-Chloro-N-(5-chloro-2,3-dihydro-1H-inden-2-yl)-6-((3-fluorophenyl)amino)picolinamide ClC1=CC(=NC(=C1)NC1=CC(=CC=C1)F)C(=O)NC1CC2=CC=C(C=C2C1)Cl